C(C)(C)(C)OC(=O)N1CC(CC1)C(C(=O)O)CCO 2-(1-(t-Butoxycarbonyl)pyrrolidin-3-yl)-4-hydroxybutyric acid